C(CC)OCCOCCOCCC(=O)N 3-[2-(2-propoxyethoxy)ethoxy]propionamide